C(CCC)C1(CS(C2=C(N(C1)C1=CC=CC=C1)C=C(C(=C2)CSCC(=O)O)OC)(=O)=O)CCCC 2-(((3,3-dibutyl-7-methoxy-1,1-dioxido-5-phenyl-2,3,4,5-tetrahydro-1,5-benzothiazepin-8-yl)methyl)thio)acetic acid